BrC1=CC=C(C=N1)C1(CC1)C=1NC(C2=C(N1)CCN(C2)C(=O)OC(C)(C)C)=O tert-butyl 2-(1-(6-bromopyridin-3-yl)cyclopropyl)-4-oxo-3,5,7,8-tetrahydropyrido[4,3-d]pyrimidine-6(4H)-carboxylate